O1CCCC12CCNCC2 1-oxa8-azaspiro[4.5]decane